2-(7,8-Dichloro-5-(2-hydroxyethyl)-2-oxo-1,2,3,4,5,6-hexahydroazepino[4,5-b]indol-10-yl)acetonitrile ClC1=C(C=C(C=2C3=C(NC12)C(CNC(C3)=O)CCO)CC#N)Cl